(S)-5-Fluoro-N-isopropyl-2-(pyrimidin-5-yloxy)-N-(tetrahydrofuran-3-yl)benzamide FC=1C=CC(=C(C(=O)N([C@@H]2COCC2)C(C)C)C1)OC=1C=NC=NC1